C(CCCCCCCC=CCCCCCCCC)O 9-octadecen-1-ol